4-(benzyloxy)-2-fluoro-1-nitrobenzene C(C1=CC=CC=C1)OC1=CC(=C(C=C1)[N+](=O)[O-])F